ClC1=CC(=NC=N1)OC1=C(C=CC=C1)/C(/C(=O)OC)=C\OC methyl (E)-2-[2-(6-chloro-pyrimidin-4-yloxy)phenyl]-3-methoxyacrylate